NC1=CC=C(C(=O)C2=CC=C(OCC(=O)NC=3C=NC=CC3)C=C2)C=C1 2-(4-(4-aminobenzoyl)phenoxy)-N-(pyridin-3-yl)acetamide